(6-bromo-4-(2-((6-chloropyridin-2-yl)oxy)ethoxy)pyridin-3-yl)methanol BrC1=CC(=C(C=N1)CO)OCCOC1=NC(=CC=C1)Cl